ethyl (6R)-6-[4-(3-bromo-2-pyridyl) piperazin-1-yl]-2-azaspiro[3.4]octane-2-carboxylate BrC=1C(=NC=CC1)N1CCN(CC1)[C@H]1CC2(CN(C2)C(=O)OCC)CC1